bis[p-(methacryloyloxyethoxy)phenyl]dimethyl-methane C(C(=C)C)(=O)OCCOC1=CC=C(C=C1)C(C)(C)C1=CC=C(C=C1)OCCOC(C(=C)C)=O